4-(2-((3-Isopropyl-1-methyl-1H-pyrazol-5-yl)sulfonyl)-2-azaspiro[3.3]hept-6-yl)morpholine isooctyl-α-cyanoacrylate C(CCCCC(C)C)OC(C(=C)C#N)=O.C(C)(C)C1=NN(C(=C1)S(=O)(=O)N1CC2(C1)CC(C2)N2CCOCC2)C